ClC=1C=C(C=CC1F)C(C=1NC(=C(N1)S(=O)(=O)N)C)OC1CC(C1)C(F)(F)F 2-((3-chloro-4-fluorophenyl)(3-(trifluoromethyl)cyclobutoxy)methyl)-5-methyl-1H-imidazole-4-sulfonamide